4-(((3-bromo-2-methoxy-5-nitropyridin-4-yl)amino)methyl)benzenesulfonamide BrC=1C(=NC=C(C1NCC1=CC=C(C=C1)S(=O)(=O)N)[N+](=O)[O-])OC